C(C)(C)(C)N(C(=O)OC[C@H](C1=CC(=C(C=C1)Cl)C1=NC=CC=C1)N)C1CCC2CNCC21 (S)-2-amino-2-(4-chloro-3-(pyridin-2-yl)phenyl)ethan-1-ol tert-butyl-(octahydrocyclopenta[c]pyrrol-4-yl)carbamate